4-Methoxypyridine N-oxide COC1=CC=[N+](C=C1)[O-]